N-(4-(4-amino-5-(3-fluoro-4-((4-methylpyrimidin-2-yl)oxy)phenyl)-7-(hex-5-yn-1-yl)-7H-pyrrolo[2,3-d]pyrimidin-6-yl)phenyl)methacrylamide NC=1C2=C(N=CN1)N(C(=C2C2=CC(=C(C=C2)OC2=NC=CC(=N2)C)F)C2=CC=C(C=C2)NC(C(=C)C)=O)CCCCC#C